3-(7-methoxy-1-methyl-1H-benzo[d][1,2,3]triazol-5-yl)propanoic acid COC1=CC(=CC2=C1N(N=N2)C)CCC(=O)O